N-(2-iodo-4-(perfluorobutan-2-yl)-6-(difluoromethyl)phenyl)-2-fluoro-3-(hydroxyamino)benzamide IC1=C(C(=CC(=C1)C(C(F)(F)F)(C(C(F)(F)F)(F)F)F)C(F)F)NC(C1=C(C(=CC=C1)NO)F)=O